N-(7-(dimethylamino)-3H-phenothiazin-3-ylidene-8-nonyl)-N-methylmethanaminium iodide [I-].CN(C=1C=C2SC3=CC(C=CC3=NC2=CC1)=CC(CCCCCCC)[NH+](C)C)C